[C@H]12[C@H]3C[C@H]3[C@H](N([C@H]1C(=O)OC)C(=O)OC(C)(C)C)C2 6-(tert-butyl) 7-methyl (1S,2S,4R,5R,7R)-6-azatricyclo[3.2.1.02,4]octane-6,7-dicarboxylate